C(C)(C)(C)OC(=O)NC(C(=O)O)C1=CC=C(C=C1)F 2-((tert-butoxycarbonyl)amino)-2-(4-fluorophenyl)acetic acid